CC1=NN(C(=C1)C)C=1C=C(C=CC1)[C@H](CC(=O)OC)CN1CC2=CC(=CC=C2CC1)C=C methyl (S)-3-(3-(3,5-dimethyl-1H-pyrazol-1-yl)phenyl)-4-(7-vinyl-3,4-dihydroisoquinolin-2(1H)-yl)butanoate